(Z)-3-Fluoro-4-(2-fluorophenylsulfonyl)but-en-1-amin FC(\C=C/N)CS(=O)(=O)C1=C(C=CC=C1)F